N-((5,6-dichloro-1H-benzo[d]imidazol-2-yl)methyl)-6-morpholino-3-(1H-pyrazol-4-yl)imidazo[1,2-b]pyridazin-8-amine ClC1=CC2=C(NC(=N2)CNC=2C=3N(N=C(C2)N2CCOCC2)C(=CN3)C=3C=NNC3)C=C1Cl